N-(6-((5-bromo-2-chloropyrimidin-4-yl)amino)-2-cyclopropylquinolin-5-yl)-N-methylmethanesulfonamide BrC=1C(=NC(=NC1)Cl)NC=1C(=C2C=CC(=NC2=CC1)C1CC1)N(S(=O)(=O)C)C